FN1C=NC2=C1C=CC=C2 1-fluorobenzimidazole